3-(5-((trans-4-amino-1-benzylpiperidin-3-yl)oxy)-1-oxoisoindolin-2-yl)piperidine-2,6-dione N[C@H]1[C@@H](CN(CC1)CC1=CC=CC=C1)OC=1C=C2CN(C(C2=CC1)=O)C1C(NC(CC1)=O)=O